ClC=1C=C(C=NC1N1N=CC=N1)NC(=O)C=1C=NN(C1C(F)(F)F)C1=C2C=CN=CC2=CC=C1 N-(5-chloro-6-(2H-1,2,3-triazol-2-yl)pyridin-3-yl)-1-(isoquinolin-5-yl)-5-(trifluoromethyl)-1H-pyrazole-4-carboxamide